5-(3-(trifluoromethoxy)phenyl)-N-(3-(2-morpholinopropyl)-1,2,4-thiadiazol-5-yl)furan-3-carboxamide FC(OC=1C=C(C=CC1)C1=CC(=CO1)C(=O)NC1=NC(=NS1)CC(C)N1CCOCC1)(F)F